CN(CCCNC1=CC=C(C=2C(C3=CC(=CC=C3C(C12)=O)C)=O)NCCCN(C)C)C 1,4-bis((3-(dimethylamino)propyl)amino)-6-methylanthraquinone